N,N'-bis[(2-nitrobenzyloxy)carbonyl]-1,4-phenylenediamine [N+](=O)([O-])C1=C(COC(=O)NC2=CC=C(C=C2)NC(=O)OCC2=C(C=CC=C2)[N+](=O)[O-])C=CC=C1